FC(S(=O)(=O)OC1=C2CCCC2=C(C=C1)C1=C(C(=CC=C1)C)C)(F)F 7-(2,3-Dimethylphenyl)-2,3-dihydro-1H-inden-4-yl trifluoromethanesulfonate